ClC=1C(=NC=C(C1)F)C(C)C1=C(C(=O)N)C=C(C=C1C=1SC(=CN1)C)O[C@H]1COCC1 [1-(3-chloro-5-fluoropyridin-2-yl)ethyl]-3-(5-methyl-1,3-thiazol-2-yl)-5-[(3R)-tetrahydrofuran-3-yloxy]benzamide